N-octadecenyl-2-cyano-3-t-butylcarbonyloxy-pyridin-4-one C(=CCCCCCCCCCCCCCCCC)N1C(=C(C(C=C1)=O)OC(=O)C(C)(C)C)C#N